2-({2-Cyclopropyl-4-[4-(2-methoxy-phenyl)-piperidin-1-yl]-quinazolin-7-yl}-methyl-amino)-ethanol C1(CC1)C1=NC2=CC(=CC=C2C(=N1)N1CCC(CC1)C1=C(C=CC=C1)OC)N(CCO)C